CO[C@@H]1C[C@@H](NC1)C(=O)OC methyl (2R,4R)-4-methoxypyrrolidine-2-carboxylate